2-((6-(4-fluorophenyl)pyridin-3-yl)oxy)-4-methylpyridin-3-amine FC1=CC=C(C=C1)C1=CC=C(C=N1)OC1=NC=CC(=C1N)C